N1CCC(CC1)CCCO 3-(piperidin-4-yl)propane-1-ol